2-(4-(1-(4-chloro-3-fluorophenyl)-3,3-dimethyl-2,3-dihydro-1H-pyrrolo[3,2-b]pyridine-5-carbonyl)-3,3-dimethylpiperazin-1-yl)-4-methylthiazole-5-carboxylic acid ethyl ester C(C)OC(=O)C1=C(N=C(S1)N1CC(N(CC1)C(=O)C1=CC=C2C(=N1)C(CN2C2=CC(=C(C=C2)Cl)F)(C)C)(C)C)C